2-(3-(5-chloro-2-(4-chloro-1H-1,2,3-triazole-1-yl)phenyl)acryloyl)-1,2,3,4-tetrahydroisoquinoline ClC=1C=CC(=C(C1)C=CC(=O)N1CC2=CC=CC=C2CC1)N1N=NC(=C1)Cl